ClC1=C(C=C(C=C1)N1CC(N(C2(CN(C2)C(=O)NC)C1=O)CC1=CC=C(C=C1)C(F)(F)F)=O)F 8-(4-chloro-3-fluorophenyl)-N-methyl-6,9-dioxo-5-(4-(trifluoromethyl)benzyl)-2,5,8-triazaspiro[3.5]nonane-2-carboxamide